CC(C(C(=O)[O-])=O)CC 3-methyl-2-oxovalerate